NC1=C(C=NN1[C@@H]1CNCCC1)C=1C=C(C=2N(C1)N=CC2C#N)O[C@H](C)C2=NC=C(C=C2)F 6-(5-amino-1-((S)-piperidin-3-yl)-1H-pyrazol-4-yl)-4-((R)-1-(5-fluoropyridin-2-yl)ethoxy)pyrazolo[1,5-a]pyridine-3-carbonitrile